CC1=NC(=NN1CCNCCO)C(=O)O.OCCNCCN1N=C(N=C1)C(=O)OC Methyl 1-(2-(2-hydroxyethylamino)ethyl)-1H-1,2,4-triazole-3-carboxylate (methyl 1-(2-(2-hydroxyethylamino)ethyl)-1H-1,2,4-triazole-3-carboxylate)